tert-butyl 3-[5-(6-chloro-3-cyano-pyrazolo[1,5-a]pyrazin-4-yl)-2-pyridyl]-3,6-diazabicyclo[3.1.1]heptane-6-carboxylate ClC=1N=C(C=2N(C1)N=CC2C#N)C=2C=CC(=NC2)N2CC1N(C(C2)C1)C(=O)OC(C)(C)C